OC1=C(C=C(C=C1S(=O)(=O)O)O)C1=NC2=C(N1)C=CC(=C2)C(=O)O 2-(2,5-dihydroxy-3-sulfophenyl)-1H-benzo[d]imidazole-5-carboxylic acid